benzyl (2R)-2-(tert-butoxycarbonylamino)-3-hydroxy-propanoate C(C)(C)(C)OC(=O)N[C@@H](C(=O)OCC1=CC=CC=C1)CO